BrC1=CC=C(C=C1)N1CCN(CC1)C1=CC=C(C=C1)N1C(N(N=C1)CC)=O 4-(4-(4-(4-bromophenyl)piperazin-1-yl)phenyl)-2-ethyl-2,4-dihydro-3H-1,2,4-triazol-3-one